C(C)OC(=O)C=1N=C(SC1)N(CC(OC)OC)C=1N=NC(=C(C1)C)NC=1SC2=C(N1)C=CC=C2 ({6-[(1,3-benzothiazol-2-yl)amino]-5-Methylpyridazin-3-yl}(2,2-Dimethoxyethyl)amino)-1,3-thiazole-4-carboxylic acid ethyl ester